tris(N-methyl-N-methylpiperidinium) phosphate bis(trifluoromethylsulfonyl)imide [N-](S(=O)(=O)C(F)(F)F)S(=O)(=O)C(F)(F)F.P(=O)([O-])([O-])O.C[N+]1(CCCCC1)C.C[N+]1(CCCCC1)C.C[N+]1(CCCCC1)C